ClC1=C(C=C(C=C1)OCOC)C=1C=CC(N(C1C1=C(C=CC=C1F)F)CC)=O 5-(2-chloro-5-(methoxymethoxy)phenyl)-6-(2,6-difluorophenyl)-1-ethylpyridin-2(1H)-one